(1-imidazolyl)benzoic acid N1(C=NC=C1)C1=C(C(=O)O)C=CC=C1